(R)-5-((2-methyl-1,4-diazepan-1-yl)sulfonyl)isoquinolin-1-ol C[C@H]1N(CCCNC1)S(=O)(=O)C1=C2C=CN=C(C2=CC=C1)O